C(C1=CC=CC=C1)OC[C@H](C)OC1=CC=C(C=C1)F (S)-3-(benzyloxy)-2-(4-fluorophenoxy)propane